3-(1,1-difluoro-2-((1R,5S,8s)-8-hydroxy-3-azabicyclo[3.2.1]octan-3-yl)-2-oxoethyl)-4-fluoro-N-(4-fluoro-3-methylphenyl)benzamide FC(C(=O)N1C[C@H]2CC[C@@H](C1)C2O)(F)C=2C=C(C(=O)NC1=CC(=C(C=C1)F)C)C=CC2F